N-[3-(hydroxymethyl)-2-oxopyrrolidin-3-yl]-6-[(2-methoxypyridin-3-yl)methoxy]-2-methylindolizine-3-carboxamide OCC1(C(NCC1)=O)NC(=O)C1=C(C=C2C=CC(=CN12)OCC=1C(=NC=CC1)OC)C